FC(CCCCC(=O)NC1=CC=C(C=C1)NCC1=CC=C(C=C1)O)CF 6,7-difluoro-N-(4-((4-hydroxybenzyl)amino)phenyl)heptanamide